C1(CC1)CC1=NN=C2N1C=CC(=C2C(F)(F)F)C2=CC=C(C=C2)OC2=C(C=NC=C2)F 3-(cyclopropylmethyl)-7-[4-[(3-fluoro-4-pyridinyl)oxy]phenyl]-8-(trifluoromethyl)-1,2,4-triazolo[4,3-a]pyridine